FC(C1=CC=C(C=C1)NC1=C(C=CC=C1)C1=NN=C(O1)N)(F)F 5-(2-((4-(trifluoromethyl)phenyl)amino)phenyl)-1,3,4-oxadiazol-2-amine